N-(3-Chloro-4-(2H-1,2,3-triazol-2-yl)phenyl)-1-(isochinolin-4-yl)-5-(trifluoromethyl)-1H-pyrazol-4-carboxamid ClC=1C=C(C=CC1N1N=CC=N1)NC(=O)C=1C=NN(C1C(F)(F)F)C1=CN=CC2=CC=CC=C12